NC=1C=C(C=CC1)[C@@H](CC(=O)O)NC(=O)OC(C)(C)C (3R)-3-(3-aminophenyl)-3-[(tert-Butoxycarbonyl)amino]propanoic acid